6-(4-(6-(((1s,2s,3r,5r)-2-fluoro-1,5-dimethyl-9-azabicyclo[3.3.1]non-3-yl)oxy)pyridazin-3-yl)-3-hydroxyphenyl)-3-methylpyridin-4(3H)-one F[C@H]1[C@@]2(CCC[C@](C[C@H]1OC1=CC=C(N=N1)C1=C(C=C(C=C1)C1=CC(C(C=N1)C)=O)O)(N2)C)C